C1=C(O[C@H]([C@@H]([C@H]1O)OS(=O)(=O)O)O[C@@H]2[C@H](O[C@@H]([C@@H]([C@H]2O)NS(=O)(=O)O)O[C@H]3[C@@H]([C@H]([C@@H](O[C@H]3C(=O)O)O[C@@H]4[C@H](O[C@@H]([C@@H]([C@H]4O)NS(=O)(=O)O)O[C@H]5[C@@H]([C@H]([C@@H](O[C@H]5C(=O)O)O[C@@H]6[C@H](O[C@@H]([C@@H]([C@H]6O)NS(=O)(=O)O)O[C@H]7[C@@H]([C@H]([C@@H](O[C@H]7C(=O)O)O[C@@H]8[C@H](O[C@@H]([C@@H]([C@H]8O)NS(=O)(=O)O)O[C@H]9[C@@H]([C@H]([C@@H](O[C@H]9C(=O)O)O[C@@H]1[C@H](O[C@@H]([C@@H]([C@H]1O)NS(=O)(=O)O)O)COS(=O)(=O)O)OS(=O)(=O)O)O)COS(=O)(=O)O)OS(=O)(=O)O)O)COS(=O)(=O)O)OS(=O)(=O)O)O)COS(=O)(=O)O)OS(=O)(=O)O)O)COS(=O)(=O)O)C(=O)O The molecule is a heparin decasaccharide consisting of 4-deoxy-2-O-sulfo-L-threo-hex-4-enopyranuronosyl, 2-deoxy-6-O-sulfo-2-(sulfoamino)-D-glucopyranosyl, 2-O-sulfo-L-idopyranuronosyl, 2-deoxy-6-O-sulfo-2-(sulfoamino)-D-glucopyranosyl, 2-O-sulfo-L-idopyranuronosyl, 2-deoxy-6-O-sulfo-2-(sulfoamino)-D-glucopyranosyl, 2-O-sulfo-L-idopyranuronosyl, 2-deoxy-6-O-sulfo-2-(sulfoamino)-D-glucopyranosyl, 2-O-sulfo-L-idopyranuronosyl, and 2-deoxy-6-O-sulfo-2-(sulfoamino)-alpha-D-glucopyranose units joined in sequence by alpha-(1->4) linkages. Sequence: DUAp2S-(1-4)-a-D-GlcNpS6S-(1-4)-a-L-IdoAp2S-(1-4)-a-D-GlcNpS6S-(1-4)-a-L-IdoAp2S-(1-4)-a-D-GlcNpS6S-(1-4)-a-L-IdoAp2S-(1-4)-a-D-GlcNpS6S-(1-4)-a-L-IdoAp2S-(1-4)-a-D-GlcNpS6S. It is a heparin decasaccharide, an oligosaccharide sulfate and an amino decasaccharide.